6-bromo-3-(2-morpholino-1,6-naphthyridin-8-yl)thieno[3,2-d]pyrimidine-2,4(1H,3H)-dione BrC1=CC=2NC(N(C(C2S1)=O)C=1C=NC=C2C=CC(=NC12)N1CCOCC1)=O